cis-1-ethyl-2-propylcyclohex-4-en-1,2-dicarboxylate C(C)[C@@]1([C@](CC=CC1)(C(=O)[O-])CCC)C(=O)[O-]